N-(3-((5-(6-chloropyridin-3-yl)-2-((1-methyl-1H-pyrazol-4-yl)amino)pyrimidin-4-yl)amino)-4-fluorophenyl)acrylamide ClC1=CC=C(C=N1)C=1C(=NC(=NC1)NC=1C=NN(C1)C)NC=1C=C(C=CC1F)NC(C=C)=O